(R)-1-((2-(2'-chloro-3'-(1,5-dimethyl-4,5,6,7-tetrahydro-1H-imidazo[4,5-c]pyridine-2-carboxamido)-2-methylbiphenyl-3-yl)-7-cyanobenzo[d]oxazol-5-yl)methyl)pyrrolidine-3-carboxylic acid ClC1=C(C=CC=C1NC(=O)C=1N(C2=C(CN(CC2)C)N1)C)C1=C(C(=CC=C1)C=1OC2=C(N1)C=C(C=C2C#N)CN2C[C@@H](CC2)C(=O)O)C